[Sb+3].C(C1=CC=CC=C1)(=O)[O-].C(C1=CC=CC=C1)(=O)[O-].C(C1=CC=CC=C1)(=O)[O-] (benzoate) antimony